BrC=1C=C(N2N=CN=C(C21)N)C2CCN(CC2)C(=O)C2CC2 5-bromo-7-(1-cyclopropanecarbonylpiperidin-4-yl)pyrrolo[2,1-f][1,2,4]Triazin-4-amine